BrC1=C(C=CC=C1)NC(C1=CC(=C(C=C1)OC(F)F)OC)=O N-(2-bromophenyl)-4-difluoromethoxy-3-methoxybenzamide